3-methoxy-N-methyl-5-(quinolin-4-yloxy)benzamide COC=1C=C(C(=O)NC)C=C(C1)OC1=CC=NC2=CC=CC=C12